C(C1=CC=CC=C1)OC(=O)N1C2(CNC2)CNCC1 2,5,8-triazaspiro[3.5]nonane-5-carboxylic acid benzyl ester